(R)-N2-(3,3-difluorocyclopentyl)-N4-(3,5-difluorophenyl)-6-(6-(trifluoromethyl)pyrazin-2-yl)-1,3,5-triazine-2,4-diamine FC1(C[C@@H](CC1)NC1=NC(=NC(=N1)NC1=CC(=CC(=C1)F)F)C1=NC(=CN=C1)C(F)(F)F)F